C(C)(C)(C)OC(=O)N1[C@H]([C@]2(CCCS(N2)(=O)=O)CCC1)COC1CCC(CC1)C1=C(C=CC=C1)O\C=C\C(=O)OC(C)(C)C |o1:8,9| tert-butyl-rel-(6R,7R)-2,2-dioxo-7-({[(1s,4s)-4-(2-{[(1E)-3-(tert-butoxy)-3-oxoprop-1-en-1-yl]oxy}phenyl) cyclohexyl]oxy}methyl)-2λ6-thia-1,8-diazaspiro[5.5]undecane-8-carboxylate